FC(CC(C(=O)NC1=NC=CC(=C1)C1=C(C2=NC=C(C=C2N1)F)C1=NC=CC=C1)C1=CC=C(C=C1)F)F 4,4-difluoro-2-(4-fluorophenyl)-N-{4-[6-fluoro-3-(pyridin-2-yl)-1H-pyrrolo[3,2-b]pyridin-2-yl]pyridin-2-yl}butanamide